3-iodo-1-methyl-5-[4-(trifluoromethyl)phenyl]pyrazole IC1=NN(C(=C1)C1=CC=C(C=C1)C(F)(F)F)C